N1C(=CC=2C=NC=CC21)CNC(CC=2C=C(C=NC2C2=CC=CC=C2)NC(OC(C)(C)C)=O)=O Tert-butyl (5-(2-(((1H-pyrrolo[3,2-c]pyridine-2-yl)methyl)amino)-2-oxoethyl)-6-phenylpyridin-3-yl)carbamate